(4-(2-(aminomethyl)-7-(trifluoromethyl)benzofuran-5-yl)phenyl)(morpholino)methanone NCC=1OC2=C(C1)C=C(C=C2C(F)(F)F)C2=CC=C(C=C2)C(=O)N2CCOCC2